BrC=1C=C(C2=C(CNC(CO2)C=2C=CC=3N(C2)C=C(N3)CNC(=O)C=3N=C2N(C(C3)=O)C=CC=C2)C1)OC N-[[6-(7-bromo-9-methoxy-2,3,4,5-tetrahydro-1,4-benzoxazepin-3-yl)imidazo[1,2-a]pyridin-2-yl]methyl]-4-oxo-pyrido[1,2-a]pyrimidine-2-carboxamide